methyl N-[5-({4-[(2S)-2-[(8-bromoquinazolin-4-yl)amino]propyl]piperazin-1-yl} sulfonyl)-4-methyl-1,3-thiazol-2-yl]carbamate BrC=1C=CC=C2C(=NC=NC12)N[C@H](CN1CCN(CC1)S(=O)(=O)C1=C(N=C(S1)NC(OC)=O)C)C